(sulfo)-D-alanine S(=O)(=O)(O)N[C@H](C)C(=O)O